FC=1C=C(C=CC1N1CCN(CC1)C1COC1)N1C(O[C@H](C1)CO)=O (R)-3-(3-fluoro-4-(4-(oxetan-3-yl)piperazin-1-yl)phenyl)-5-(hydroxymethyl)oxazolidin-2-one